The molecule is a tertiary amino compound that consists of cyclohexane having piperidin-1-yl and thiophen-2-yl groups attached at position 1. A dissociative anaesthetic drug with halluccinogenic and stimulant effects. Its effects are similar to those of phencyclidine (PCP, an analogue with the thienyl group replaced by phenyl), but it is rather more potent. It has a role as a central nervous system stimulant, a neuroprotective agent, a hallucinogen and a NMDA receptor antagonist. It is a member of piperidines, a tertiary amino compound and a member of thiophenes. C1CCC(CC1)(C2=CC=CS2)N3CCCCC3